BrCCCCC(=O)O 5-bromovaleric acid